C(C)C=1C=NN(C1)C1(CN(C1)C=1C=2N(C=CC1)N=C(N2)NC2=CC(=CC=C2)CC(=O)N2CCN(CC2)C)CC#N 2-[3-(4-Ethyl-1H-pyrazol-1-yl)-1-[2-([3-[2-(4-methylpiperazin-1-yl)-2-oxoethyl]phenyl]amino)-[1,2,4]triazolo[1,5-a]pyridin-8-yl]azetidin-3-yl]acetonitrile